N-butylpyridine tetrafluoroborate salt F[B-](F)(F)F.C(CCC)N1CC=CC=C1